C(C)OP(=O)(OCC)[O-].[Ni+] nickel diethylphosphate